BrCCN1C(/C(/C2=CC=CC=C12)=C\1/C(NC2=CC=CC=C12)=O)=O (E)-1-(2-bromoethyl)-[3,3'-biindolinylidene]-2,2'-dione